Cl.CO[C@H](CC(=O)OC(C)(C)C)[C@H]([C@H](CC)C)NC tert-butyl (3R,4S,5S)-3-methoxy-5-methyl-4-(methylamino)heptanoate hydrochloride